N[C@@H]1CC2=NC=CC=C2C12CCN(CC2)C=2N=C(C(=NC2)C2=C1C(CN(C1=CC=C2)C(C)=O)(F)F)CC (R)-1-(4-(5-(6-amino-6,7-dihydrospiro[cyclopenta[b]pyridine-5,4'-piperidin]-1'-yl)-3-ethylpyrazin-2-yl)-3,3-difluoroindolin-1-yl)ethan-1-one